Cl.COC(=O)[C@H]1NCCCC1 (2S)-piperidine-2-carboxylic acid methyl ester hydrochloride